C1(=CC=CC=C1)OP(=O)(OC1=CC=CC=C1)O.C1(=CC=CC=C1)C1=CC=CC=C1 biphenyl diphenyl-phosphate